The molecule is a diacetylchitobiosyldiphosphodolichol. It has a role as a human metabolite, a Saccharomyces cerevisiae metabolite and a mouse metabolite. It is a conjugate acid of a N,N'-diacetylchitobiosyldiphosphonatodolichol(2-). CC(CC/C=C(/C)\\CC/C=C(\\C)/CC/C=C(\\C)/CCC=C(C)C)CCOP(=O)(O)OP(=O)(O)O[C@@H]1[C@@H]([C@H]([C@@H]([C@H](O1)CO)O[C@H]2[C@@H]([C@H]([C@@H]([C@H](O2)CO)O)O)NC(=O)C)O)NC(=O)C